(S)-3-((R)-3-cyclopropyl-2-(5-(2-(dimethylamino)ethyl)-1-methyl-2-oxo-1,2-dihydropyridin-3-yl)propanamido)-3-(4,4'-difluoro-2',5,6'-trimethyl-[1,1'-biphenyl]-3-yl)propanoic acid C1(CC1)C[C@@H](C(=O)N[C@@H](CC(=O)O)C=1C=C(C=C(C1F)C)C1=C(C=C(C=C1C)F)C)C=1C(N(C=C(C1)CCN(C)C)C)=O